Hexamethyl-digermane C[Ge]([Ge](C)(C)C)(C)C